C(CCC)N(C1CCCCN2CCCN=C12)CCCC 6-dibutylamino-1,8-diazabicyclo[5.4.0]-7-undecene